FC1=C(C(=C(C2=C(C(=C(C(=C12)F)F)F)F)F)F)[B-](C1=C(C2=C(C(=C(C(=C2C(=C1F)F)F)F)F)F)F)(C1=C(C2=C(C(=C(C(=C2C(=C1F)F)F)F)F)F)F)C1=C(C2=C(C(=C(C(=C2C(=C1F)F)F)F)F)F)F.C[NH+](C1=CC=C(C=C1)CCCC)CCCCCCCCCCCCCCCCCC N-methyl-4-butyl-N-octadecyl-anilinium tetrakis(perfluoronaphthalen-2-yl)borate